dimethylsilylbis(2-methyl-4-phenylindenyl)zirconium (II) C[SiH](C)[Zr-](C1C(=CC2=C(C=CC=C12)C1=CC=CC=C1)C)C1C(=CC2=C(C=CC=C12)C1=CC=CC=C1)C